(2S,4R)-N-[(1S)-1-cyano-2-[(3S)-2-oxopyrrolidin-3-yl]ethyl]-1-(4-methoxy-1H-indole-2-carbonyl)-4-methylsulfanyl-pyrrolidine-2-carboxamide C(#N)[C@H](C[C@H]1C(NCC1)=O)NC(=O)[C@H]1N(C[C@@H](C1)SC)C(=O)C=1NC2=CC=CC(=C2C1)OC